C(C)(C)(C)OC(=O)N1CC2=C(C(=CC=C2CC1)F)NC1COCC1.SC(C[Si](OCCCC)(OCCCC)OCCCC)CC 2-mercaptobutyl-tributoxysilane t-butyl-7-fluoro-8-((tetrahydrofuran-3-yl)amino)-3,4-dihydroisoquinoline-2(1H)-carboxylate